phenoxypyridin-2-one O(C1=CC=CC=C1)C=1C(NC=CC1)=O